CNC(C(=O)O)CC1=CC(=C(C=C1)C(NC)=O)OC 2-(Methylamino)-3-(3-methoxy-4-(methylcarbamoyl)phenyl)propanoic acid